methyl 1-[3-(oximinomethyl) phenyl]-6-oxo-pyridazine-3-carboxylate N(O)=CC=1C=C(C=CC1)N1N=C(C=CC1=O)C(=O)OC